38-hydroxyoctatriacontyl laurate C(CCCCCCCCCCC)(=O)OCCCCCCCCCCCCCCCCCCCCCCCCCCCCCCCCCCCCCCO